3-(4-(1H-pyrazol-4-yl)phenyl)-1-(3-methoxybenzyl)-2-oxo-1,3,8-triazaspiro[4.5]decane-8-carboxylic acid ethyl ester C(C)OC(=O)N1CCC2(CN(C(N2CC2=CC(=CC=C2)OC)=O)C2=CC=C(C=C2)C=2C=NNC2)CC1